tert-butyl (4-(2-((4-chloro-6-morpholinopyrimidin-2-yl)oxy)ethyl)phenyl)carbamate ClC1=NC(=NC(=C1)N1CCOCC1)OCCC1=CC=C(C=C1)NC(OC(C)(C)C)=O